O[C@@H]1CO[C@@H]2[C@@H](CO[C@H]12)OC=1NC2=CC(=C(N=C2N1)C1=CC=C(OC(C(=O)O)C)C=C1)Cl [p-(2-{(1R,4R,5R,8R)-8-hydroxy-2,6-dioxabicyclo[3.3.0]oct-4-yloxy}-6-chloro-1H-1,3,4-triazainden-5-yl)phenoxy]propionic acid